6-[(2-Ethoxy-2-oxoethyl)amino]hexanoic acid ethyl ester C(C)OC(CCCCCNCC(=O)OCC)=O